C(CCC)[C@@H]1N([C@H](C2=CC=C(C=C2C1)OC)C12CC(C1)(C2)NC(C2=CC=NC=C2)=O)C(C#C)=O N-(3-((1S,3S)-3-butyl-6-methoxy-2-propioloyl-1,2,3,4-tetrahydroisoquinolin-1-yl)bicyclo[1.1.1]pent-1-yl)isonicotinamide